5'-O-(4,4-dimethoxytrityl)-2'-O-[(tert-butyl)dimethylsilyl]-N6-benzoyl-7-deaza-2'-methoxyadenosine COC1(CC=C(C(C2=CC=CC=C2)(C2=CC=CC=C2)OC[C@@H]2[C@H]([C@]([C@@H](O2)N2C=CC=3C(NC(C4=CC=CC=C4)=O)=NC=NC23)(O[Si](C)(C)C(C)(C)C)OC)O)C=C1)OC